bromo-2,4-difluorobenzene C1=CC(=C(C=C1F)F)Br